6-((4-((2-amino-4-phenylthiazol-5-yl)oxy)pyridin-2-yl)amino)picolinamide NC=1SC(=C(N1)C1=CC=CC=C1)OC1=CC(=NC=C1)NC1=CC=CC(=N1)C(=O)N